N-(3-(2-(1-methyl-1H-imidazo[4,5-b]pyridin-6-ylamino)-[1,2,4]triazolo[1,5-a]pyridin-5-yloxy)phenyl)acrylamide CN1C=NC2=NC=C(C=C21)NC2=NN1C(C=CC=C1OC=1C=C(C=CC1)NC(C=C)=O)=N2